ClC1=CC=C(C(=N1)C1=NOC(N1)=O)N[C@H](C)C1=CC(=CC=2C(C(=C(OC21)C=2C=NN(C2)C2CN(C2)S(=O)(=O)C)C)=O)C 3-[6-chloro-3-[[(1R)-1-[3,6-dimethyl-2-[1-(1-methylsulfonylazetidin-3-yl)pyrazol-4-yl]-4-oxo-benzopyran-8-yl]ethyl]amino]-2-pyridinyl]-4H-1,2,4-oxadiazol-5-one